[N+](=O)([O-])C=1SC=CC1C=O 2-Nitrothiophene-3-carbaldehyde